N-(o-Tolyl)-6-(trifluoromethyl)-5,6-dihydroindazolo[3,2-a]isoquinolin-6-amine C1(=C(C=CC=C1)NC1(N2C(C=3C=CC=CC3C1)=C1C=CC=CC1=N2)C(F)(F)F)C